methyl ((3S,5S,8R,9S,10R,13R,14S,17R)-5,14-dihydroxy-10,13-dimethyl-17-(2-oxo-2H-pyran-5-yl)hexadecahydro-1H-cyclopenta[a]phenanthren-3-yl)(methyl)carbamate O[C@]12C[C@H](CC[C@@]2([C@H]2CC[C@@]3([C@H](CC[C@@]3([C@@H]2CC1)O)C=1C=CC(OC1)=O)C)C)N(C(OC)=O)C